C(C)(C)(C)OC(=O)NC1(CC(C1)(F)F)C(=O)O 1-((tert-butoxycarbonyl)amino)-3,3-difluorocyclobutane-1-carboxylic acid